(S)-tert-butyl 4-((((9H-fluoren-9-yl)methoxy)carbonyl)amino)-2-aminobutanoate hydrochloride Cl.C1=CC=CC=2C3=CC=CC=C3C(C12)COC(=O)NCC[C@@H](C(=O)OC(C)(C)C)N